(3-[(CYCLOHEXYLOXY)METHYL]-4-METHOXYPHENYL)BORANEDIOL C1(CCCCC1)OCC=1C=C(C=CC1OC)B(O)O